(3-isopropyl-1H-inden-1-yl)dimethyl-(3-methyl-1H-inden-1-yl)silane C(C)(C)C1=CC(C2=CC=CC=C12)[Si](C1C=C(C2=CC=CC=C12)C)(C)C